2-chlorothiazole ClC=1SC=CN1